9-(4-((1R,2S)-6-(tert-butoxy)-2-phenyl-1,2,3,4-tetrahydronaphthalen-1-yl)phenyl)-3-(dimethoxymethyl)-1,5-dioxa-9-azaspiro[5.5]undecane C(C)(C)(C)OC=1C=C2CC[C@@H]([C@@H](C2=CC1)C1=CC=C(C=C1)N1CCC2(OCC(CO2)C(OC)OC)CC1)C1=CC=CC=C1